methyl 7-bromo-2,2-difluoro-3,4-dihydro-2H-thieno[3,4-b][1,4]oxazine-5-carboxylate BrC=1SC(=C2C1OC(CN2)(F)F)C(=O)OC